C([C@H](O)[C@@H](O)C(=O)[O-])(=O)[O-] L-Tartarate